C1(CC1)C=1C=C(C(=O)OC(C)(C)C)C=CC1N1CCC(CC1)CC(=O)NC[C@H]1[C@H]2C([C@@H](CC1)C2)(C)C tert-butyl 3-cyclopropyl-4-[4-[2-[[[(1S,2R,5S)-6,6-dimethylbicyclo[3.1.1]heptan-2-yl]methyl]amino]-2-oxoethyl]piperidin-1-yl]benzoate